N-((2S,3R)-3-hydroxy-1-(((R)-3-methyl-1-((1S,7S)-11-methyl-2,6-dioxo-3,5-dioxa-11-aza-4-borabicyclo[5.3.1]undecan-4-yl)butyl)amino)-1-oxobutan-2-yl)-6-phenylpicolinamide O[C@@H]([C@@H](C(=O)N[C@@H](CC(C)C)B1OC([C@@H]2CCC[C@@H](C(O1)=O)N2C)=O)NC(C2=NC(=CC=C2)C2=CC=CC=C2)=O)C